FC(C1=CC=C(C=C1)NC(=O)NC1=CNC=2C1=NC(=CC2)C#C[Si](C)(C)C)(F)F 1-[4-(trifluoromethyl)phenyl]-3-[5-[2-(trimethylsilyl)ethynyl]-1H-pyrrolo[3,2-b]pyridin-3-yl]urea